C1(=CCCCC1)C#CC1=CC=CC=C1 2-(cyclohexen-1-yl)ethynylbenzene